ethyl-(2,2,2-trifluoroethyl)cyanamide C(C)N(C#N)CC(F)(F)F